C(C1=CC=CC=C1)OC1=C(C#N)C=C(C=N1)F (benzyloxy)-5-fluoronicotinonitrile